C(CC)N1C(C(CC1)CCCCCCCCCCCC)=O 1-propyl-3-dodecyl-2-pyrrolidone